C(C(=O)COP(=O)(O)O)N The molecule is a oxoalkyl phosphate having 3-amino-2-oxopropyl as the oxoalkyl group. It is a conjugate acid of a 3-ammonio-2-oxopropyl phosphate(1-).